7-(4-tert-butylchlorophenoxy)-1H,2H,3H-cyclopenta[b]quinoline-9-amine C(C)(C)(C)C1=CC(=C(OC2=CC=3C(=C4C(=NC3C=C2)CCC4)N)C=C1)Cl